C(C)(C)(C)OC(NCC1=CC=C(C=C1)C#C[Si](C(C)C)(C(C)C)C(C)C)=O (4-[(Triisopropylsilanyl)-ethynyl]-benzyl)-carbamic acid tert-butyl ester